COCC1CN(C1)C1=CC=CC=2N=C(OC21)C2=C1C=C(N=CC1=C(N=C2)NC)NC(=O)C2CC2 N-(5-(7-(3-(methoxymethyl)azetidin-1-yl)benzo[d]oxazol-2-yl)-8-(methylamino)-2,7-naphthyridin-3-yl)cyclopropanecarboxamide